C(C)(=O)N1CC(C1)(F)CN1N=CC(=C1C(=O)NC1=NC=C(C=C1C)C#CC1=CC=CC=C1)Cl 1-((1-acetyl-3-fluoroazetidin-3-yl)methyl)-4-chloro-N-(3-methyl-5-(phenylethynyl)pyridin-2-yl)-1H-pyrazole-5-carboxamide